6-(2-(5-Cyclopropyl-3-(2,6-dichloro-4-fluorophenyl)isoxazol-4-yl)-7-azaspiro[3.5]non-1-en-7-yl)-4-methoxychinolin C1(CC1)C1=C(C(=NO1)C1=C(C=C(C=C1Cl)F)Cl)C1=CC2(C1)CCN(CC2)C=2C=C1C(=CC=NC1=CC2)OC